(4R,4aR,5R,6S,7S,9S,10S,10aR,11S)-6-((dimethylamino)methyl)-2-iminooctanoic acid CN(C)C[C@H](CCCC(C(=O)O)=N)CC